(2-(9H-carbazole-9-yl)ethyl)phosphoric acid C1=CC=CC=2C3=CC=CC=C3N(C12)CCOP(O)(O)=O